β-(3,5-di-tert-butyl-4-hydroxyphenyl)n-octadecanol C(C)(C)(C)C=1C=C(C=C(C1O)C(C)(C)C)C(CO)CCCCCCCCCCCCCCCC